C(C)(=O)C1=NC=CC(=N1)C#CC=1C=C2C=NN(C2=CC1)C(=O)OC(C)(C)C tert-butyl 5-((2-acetylpyrimidin-4-yl) ethynyl)-1H-indazole-1-carboxylate